3-chlorobenzyl (2-((6-cyclopropylimidazo[1,2-a]pyridin-2-yl)methyl)-1H-pyrazolo[4,3-c]pyridin-4-yl)carbamate C1(CC1)C=1C=CC=2N(C1)C=C(N2)CN2NC1=C(C(=NC=C1)NC(OCC1=CC(=CC=C1)Cl)=O)C2